NC=1C=CC(=C(C(=O)NCC(CC)=O)C1)Cl 5-Amino-2-chloro-N-(2-oxobutyl)benzamide